[Cl-].N1C(=CC=CC=C1)[S+](C=1NC=CC=CC1)C=1NC=CC=CC1 Tri(azepinyl)sulfonium chloride salt